Ethyl 5-(2-((4-(difluoromethoxy)phenyl)amino)-6-(trifluoromethyl)pyridin-3-yl)oxazole-4-carboxylate FC(OC1=CC=C(C=C1)NC1=NC(=CC=C1C1=C(N=CO1)C(=O)OCC)C(F)(F)F)F